6-methoxy-2,6-dimethyloctanal COC(CCCC(C=O)C)(CC)C